6-bromopyrazolo[1,5-a]pyridine-3-carbonitrile BrC=1C=CC=2N(C1)N=CC2C#N